CC=1C=CC(=C(C1)C=1C(=C(C(=CC1O)CCCCC)C1=NC(=NO1)C)O)C(=C)C 5'-methyl-3-(3-methyl-1,2,4-oxadiazol-5-yl)-4-pentyl-2'-(prop-1-en-2-yl)-[1,1'-biphenyl]-2,6-diol